(S)-N,N-dimethyl-alpha-[2-(1-naphthyloxy)ethyl]benzylamine CN(C)[C@H](C1=CC=CC=C1)CCOC1=CC=CC2=CC=CC=C12